(2R,3R,4R,5S,6R)-5-amino-2-(hydroxymethyl)-6-methoxytetrahydro-2H-pyran-3,4-diol N[C@H]1[C@H]([C@H]([C@H](O[C@H]1OC)CO)O)O